FC1=CC(=C(OC=2C(N(C=CC2C=2C3=C(C(N(C2)C)=O)NC=C3)C)=O)C(=C1)OC)OC 4-(3-(4-fluoro-2,6-dimethoxyphenoxy)-1-methyl-2-oxo-1,2-dihydropyridin-4-yl)-6-methyl-1,6-dihydro-7H-pyrrolo[2,3-c]pyridin-7-one